CC=1NC2=C(C=CC(=C2C1C)C1=CC(=CC=C1)NS(=O)(=O)C=C)C(=O)N 2,3-dimethyl-4-(3-(vinylsulphonylamino)phenyl)-1H-indole-7-carboxamide